10'-amino-2',7'-dimethyl-1',2'-dihydro-4'H-spiro[cyclopropane-1,3'-[1,4]oxazepino[2,3-c]quinolin]-6'(7'H)-one NC1=CC=2C3=C(C(N(C2C=C1)C)=O)OCC1(C(N3)C)CC1